CC1=CC=C(C=C1)S(=O)(=O)O.ONC(\C=C\C=1N(C(=CC1)\C=C\C(C=1C=NC=CC1)=O)C)=O (E)-N-Hydroxy-3-(1-methyl-5-((E)-3-oxo-3-(pyridin-3-yl)prop-1-en-1-yl)-1H-pyrrol-2-yl)acrylamid p-toluenesulfonic acid salt